OCC\N=C\C1=C(C=CC=C1)O (E)-2-{[(2-hydroxyethyl)imino]methyl}phenol